FC(C(C)(C)O)(F)C=1C(=C(C=CC1)[C@@H](C)C1=NC(=NC2=CC(=C(C=C12)OCCOC)C1CN(C1)C(=O)[O-])C)F (R)-3-(4-(1-(3-(1,1-difluoro-2-hydroxy-2-methylpropyl)-2-fluorophenyl)ethyl)-6-(2-Methoxyethoxy)-2-methylquinazolin-7-yl)azetidine-1-carboxylate